O=C(CCCCCC(=O)OC)N1CCNCC1 methyl 7-oxo-7-(piperazin-1-yl)heptanoate